thiobenzoate C(C1=CC=CC=C1)(=S)[O-]